OC=1C2=C(N=CN1)C=NC(=C2)N2[C@H](CN(CC2)C(=O)OC(C)(C)C)C (S)-tert-butyl 4-(4-hydroxypyrido[3,4-d]pyrimidin-6-yl)-3-methylpiperazine-1-carboxylate